NC1CCC(CC1)NC1=C(C#N)C=C(C=C1)C(C)(C)C 2-((4-aminocyclohexyl)amino)-5-(tert-butyl)benzonitrile